9,10-difluoro-6,11-dihydrobenzo[5,6]thiepino[3,2-g]benzofuran-6-ol FC1=C(C2=C(C(C3=C(C4=C(C=CO4)C=C3)SC2)O)C=C1)F